ClC=1C(=CC(=C(C1)C1=NNC=C1C=1N=C2C=C(C=NC2=CC1)C=1C=NN(C1)CCN)F)F 2-[4-[6-[3-(5-chloro-2,4-difluoro-phenyl)-1H-pyrazol-4-yl]-1,5-naphthyridin-3-yl]pyrazol-1-yl]ethanamine